(S)-2-(2,5-difluoro-4-(6-((5-(1-methyl-1H-imidazol-5-yl)thiazol-2-yl)methoxy)pyridin-2-yl)benzyl)-1-(oxetan-2-ylmethyl)-1H-benzo[d]imidazole-6-carboxylic acid FC1=C(CC2=NC3=C(N2C[C@H]2OCC2)C=C(C=C3)C(=O)O)C=C(C(=C1)C1=NC(=CC=C1)OCC=1SC(=CN1)C1=CN=CN1C)F